3-(dimethylamino)propyl (5-(5,8-difluoro-4-oxo-3,4-dihydrophthalazin-1-yl)-1H-benzimidazol-2-yl)carbamate FC1=C2C(NN=C(C2=C(C=C1)F)C1=CC2=C(NC(=N2)NC(OCCCN(C)C)=O)C=C1)=O